N[C@@H]1CC[C@H](CC1)NC[C@@H]1CC[C@H](CC1)N1C(N=C(C=C1)NC(=O)N1CCNCC1)=O N-(1-(trans-4-(((trans-4-aminocyclohexyl)amino)methyl)cyclohexyl)-2-oxo-1,2-dihydropyrimidin-4-yl)piperazine-1-carboxamide